3-amino-3-{[4-methyl-1-oxo-1-(propan-2-yloxy)pent-2-yl]carbamoyl}propanoic acid NC(CC(=O)O)C(NC(C(OC(C)C)=O)CC(C)C)=O